tert-butyl (1S,4S)-5-[4-[3-chloro-4-(1-cyanocyclobutyl)-2-fluoro-anilino]pyrido[3,2-d]pyrimidin-6-yl]-2,5-diazabicyclo[2.2.1]heptane-2-carboxylate ClC=1C(=C(NC=2C3=C(N=CN2)C=CC(=N3)N3[C@@H]2CN([C@H](C3)C2)C(=O)OC(C)(C)C)C=CC1C1(CCC1)C#N)F